NCC(=O)C1=C(N(C)C)C=CC=C1 glycyl-dimethylaniline